C(C)(=O)NC1=CC=C(C=C1)CCCC(=O)O 4-(4-acetamidophenyl)butyric acid